FC(C1=CC=C(OC2=C3CCN(CC3=CC=C2)C(=O)C2CN(CC2)C(=O)N)C=C1)(F)F 3-(5-(4-(trifluorometh-yl)phenoxy)-1,2,3,4-tetrahydroisoquinoline-2-carbonyl)pyrrolidine-1-carboxamide